C(C)(C)(C)C=1C=C(C=C(C1O)C(C)(C)C)C(CCOC(CC)=O)CCCCCCCCCCCCCCC 3-(3,5-di-tert-butyl-4-hydroxyphenyl)octadecylpropionate